C(C)(C)OC=1C=CC=C(C1)P(C)(C)=O 5-(isopropyloxy)phenyldimethylphosphine oxide